4-(3-fluoro-2-nitro-phenyl)morpholine FC=1C(=C(C=CC1)N1CCOCC1)[N+](=O)[O-]